2-[1-[2-(2-ethylphenyl)ethyl]-5-methyl-6-(1,3-oxazol-2-yl)-2,4-dioxo-1H,2H,3H,4H-thieno[2,3-d]pyrimidin-3-yl]-2-methylpropanoic acid C(C)C1=C(C=CC=C1)CCN1C(N(C(C2=C1SC(=C2C)C=2OC=CN2)=O)C(C(=O)O)(C)C)=O